methyl [(6S)-4-{4'-[(2-t-butoxy-2-oxoethyl)amino][1,1'-biphenyl]-4-yl}-2,3,9-trimethyl-6H-thieno[3,2-f][1,2,4]triazolo[4,3-a][1,4]diazepin-6-yl]acetate C(C)(C)(C)OC(CNC1=CC=C(C=C1)C1=CC=C(C=C1)C1=N[C@H](C=2N(C3=C1C(=C(S3)C)C)C(=NN2)C)CC(=O)OC)=O